FC=1C=C(C(=NC1)N1N=NC(=C1)C)C1CCN(CC1)[C@@H]1CC2(CN(C2)C(=O)OCC)CC1 ethyl (6S)-6-[4-[5-fluoro-2-(4-methyltriazol-1-yl)-3-pyridyl]-1-piperidyl]-2-azaspiro[3.4]octane-2-carboxylate